BrC1=C(C=C(C=C1)S(=O)(=O)N1CCC(CC1)(C)CNC(CCl)=O)F N-((1-((4-bromo-3-fluorophenyl)sulfonyl)-4-methylpiperidin-4-yl)methyl)-2-chloroacetamide